4-[2-((3S)-3-amino-piperidin-1-yl)-5-(3-fluoro-4-methoxy-phenyl)-1-methyl-6-oxo-1,6-dihydro-pyrimidin-4-yl]-2-fluoro-benzonitrile N[C@@H]1CN(CCC1)C=1N(C(C(=C(N1)C1=CC(=C(C#N)C=C1)F)C1=CC(=C(C=C1)OC)F)=O)C